(trifluoro-2,4-pentanedionyl)zirconium FC(C(CC(C[Zr])=O)=O)(F)F